F[P-](F)(F)(F)(F)F.[Cl-].FC(CC(=O)C=1N(C=CC1)S(=O)(=O)CC(F)(F)F)(F)F trifluoropropionyl-N-trifluoroethylsulfonyl-pyrrole chloride hexafluorophosphate